(R)-1,2,3,4-tetrahydroisoquinoline-1-carboxylate [C@H]1(NCCC2=CC=CC=C12)C(=O)[O-]